ClC1=C2C(=NC=C1)NC(=C2)C=2C=CC(=C(C#N)C2)N2C(CNCC2)C 5-(4-chloro-1H-pyrrolo[2,3-b]pyridin-2-yl)-2-(methylpiperazin-1-yl)benzonitrile